(5aS,6R,11bS)-14-benzyl-10-methoxy-3-(2-(4-methyl-1H-pyrazol-1-yl)ethyl)-2,3,4,5,6,7-hexahydro-6,11b-(epiminoethano)naphtho[1,2-d]azepin-5a(1H)-ol C(C1=CC=CC=C1)N1CC[C@]23CCN(CC[C@]2([C@H]1CC1=CC=C(C=C13)OC)O)CCN1N=CC(=C1)C